spiro[4.5]decan C1CCCC12CCCCC2